C(C)C=1C(=NN2C1C(CCC2)(F)F)NC(C2=CC(=C(C=C2)C)C#CC=2C=NC=CC2)=O N-(3-ethyl-4,4-difluoro-6,7-dihydro-5H-pyrazolo[1,5-a]pyridin-2-yl)-4-methyl-3-[2-(3-pyridyl)ethynyl]benzamide